5-chloro-3-methoxy-2-[1-(oxan-2-yl)pyrazol-4-yl]Pyrazine ClC=1N=C(C(=NC1)C=1C=NN(C1)C1OCCCC1)OC